N1(C=NC=C1)CCCCNC(=O)C1=CC(=NO1)C1=CC=CC=C1 N-(4-(1H-imidazol-1-yl)butyl)-3-phenylisoxazole-5-carboxamide